ClC1=C(C=CC(=C1)Cl)[C@@H](C)N1N=NC2=C1C=C(C=C2C(F)(F)F)N2CC(C2)[C@@H]2CN(CCC2)C2CC(C2)(C(=O)O)C (1R,3r)-3-((R)-3-(1-(1-((R)-1-(2,4-dichlorophenyl)ethyl)-4-(trifluoromethyl)-1H-benzo[d][1,2,3]triazol-6-yl)azetidin-3-yl)piperidin-1-yl)-1-methylcyclobutane-1-carboxylic acid